1-(3-chloro-5-formylbenzyl)piperidine-4-carboxylic acid tert-butyl ester C(C)(C)(C)OC(=O)C1CCN(CC1)CC1=CC(=CC(=C1)C=O)Cl